T-amyl peroxide C(C)(C)(CC)OOC(C)(C)CC